(4-(3-hydroxyoxetan-3-yl)phenyl)(5-(4-methoxyphenyl)-3,3a,4,6a-tetrahydrocyclopenta[c]pyrrol-2(1H)-yl)methanone OC1(COC1)C1=CC=C(C=C1)C(=O)N1CC2C(C1)CC(=C2)C2=CC=C(C=C2)OC